N(=[N+]=[N-])C1=CC=C(C(=O)OCCCC2=CC=CC=C2)C=C1 3-phenylpropyl 4-azidobenzate